2,5-dichloro-N-((R)-3-methoxy-1-oxo-1-(((R)-4-phenyl-1-(4,4,5,5-tetramethyl-1,3,2-dioxaborolan-2-yl)butyl)amino)propan-2-yl)benzamide ClC1=C(C(=O)N[C@@H](C(N[C@@H](CCCC2=CC=CC=C2)B2OC(C(O2)(C)C)(C)C)=O)COC)C=C(C=C1)Cl